2-(5-fluoropyridin-3-yl)-7-[(3S)-3-methylpiperazin-1-yl]-4H-pyrido[1,2-a]pyrimidin-4-one FC=1C=C(C=NC1)C=1N=C2N(C(C1)=O)C=C(C=C2)N2C[C@@H](NCC2)C